4-(cyclobutyl(methyl)amino)-N-(2-methyl-3-((6-(1-methyl-1H-pyrazol-4-yl)pyrazolo[1,5-a]pyrazin-4-yl)oxy)phenyl)but-2-enamide C1(CCC1)N(CC=CC(=O)NC1=C(C(=CC=C1)OC=1C=2N(C=C(N1)C=1C=NN(C1)C)N=CC2)C)C